bisbenzoylphosphine oxide C(C1=CC=CC=C1)(=O)P(C(C1=CC=CC=C1)=O)=O